CC1C(CC(C(C1)C)C)C 1,2,4,5-tetramethylcyclohexane